C(C)(C)(C)OC(=O)C1CCN(CC1)CC=1C=C(CN2CCCC23CCN(CC3)C(=O)OC(C(F)(F)F)C(F)(F)F)C=C(C1)Cl 1,1,1,3,3,3-hexafluoropropan-2-yl 1-(3-((4-(tert-butoxycarbonyl) piperidin-1-yl) methyl)-5-chlorobenzyl)-1,8-diazaspiro[4.5]decane-8-carboxylate